(E)-butyl(styryl)sulfane C(CCC)S\C=C\C1=CC=CC=C1